3-(trifluoromethyl)imidazo[1,5-a]pyridine-7-carboxylic acid FC(C1=NC=C2N1C=CC(=C2)C(=O)O)(F)F